COC(C=CCCCCCC)OC 2-nonen-1-aldehyde dimethyl acetal